FC(C)(C)C1=NC=C(C=C1)OC 2-(2-fluoropropan-2-yl)-5-methoxypyridin